racemic-2-hydroxy-2-cyclopentyl-2-phenylethanol O[C@@](CO)(C1=CC=CC=C1)C1CCCC1 |r|